(1S,3S,5'S,7a'R)-3'-oxo-5'-phenyltetrahydro-3'H-spiro[cyclobutane-1,2'-pyrrolo[2,1-b]oxazol] O=C1N2[C@H](OC13CCC3)CC[C@H]2C2=CC=CC=C2